C(C)(=O)OC(C#C)OC(C)=O 1,1-diacetoxy-2-propyne